3-(p-dimethylaminophenyl)-3-(1,2-dimethylaminoindole-3-yl)phthalide CN(C1=CC=C(C=C1)C1(OC(=O)C2=CC=CC=C12)C1=C(N(C2=CC=CC=C12)NC)NC)C